FC=1C=C(CN2CCC(CC2)C=C2CC3=C(S2(=O)=O)C=C(C(=C3)OC)OC)C=CC1 2-((1-(3-fluorobenzyl)piperidin-4-yl)methylene)-5,6-dimethoxy-2,3-dihydrobenzo[b]thiophene 1,1-dioxide